3-(3-(3-((5-(Ethoxycarbonyl)-2-methoxypyrimidin-4-yl)amino)propyl)thioureido)propanoic acid C(C)OC(=O)C=1C(=NC(=NC1)OC)NCCCNC(NCCC(=O)O)=S